C(CC(=O)O)/C=C\\C/C=C\\C/C=C\\C=C\\[C@H](C/C=C\\C/C=C\\CCO)O The molecule is a dihydroxydocosahexaenoic acid that is (4Z,7Z,10Z,12E,16Z,19Z)-docosahexaenoic acid in which the two hydroxy substituents are located at the 14S- and 22-positions. It has a role as a human xenobiotic metabolite and an anti-inflammatory agent. It is a secondary allylic alcohol, a dihydroxydocosahexaenoic acid and an omega-hydroxy fatty acid. It is a conjugate acid of a (4Z,7Z,10Z,12E,14S,16Z,19Z)-14,22-dihydroxydocosahexaenoate. It is an enantiomer of a (4Z,7Z,10Z,12E,14R,16Z,19Z)-14,22-dihydroxydocosahexaenoic acid.